(1R,3R)-1-[4-[1-(cyclopentylmethyl)azetidin-3-yl]oxy-2,6-difluoro-phenyl]-2-(2-fluoro-2-methyl-propyl)-3-methyl-1,3,4,9-tetrahydropyrido[3,4-b]indole C1(CCCC1)CN1CC(C1)OC1=CC(=C(C(=C1)F)[C@H]1N([C@@H](CC2=C1NC1=CC=CC=C21)C)CC(C)(C)F)F